7-bromo-5-[(4-methoxyphenyl)methoxy]-3H-quinazolin-4-one BrC1=CC(=C2C(NC=NC2=C1)=O)OCC1=CC=C(C=C1)OC